NC1=NN(C(=C1)C1=CC(=C(C#N)C=C1)F)C1=CC=C(C=C1)N1CCC(CC1)OC 4-(3-Amino-1-(4-(4-methoxypiperidin-1-yl)phenyl)-1H-pyrazol-5-yl)-2-fluorobenzonitrile